(4-methyl-2-(1H-pyrrolo[2,3-b]pyridin-1-yl)phenyl)carbamic acid tert-butyl ester C(C)(C)(C)OC(NC1=C(C=C(C=C1)C)N1C=CC=2C1=NC=CC2)=O